6-Amino-3-(4'-chloro-3-cyano-3-methyl-1',2'-dihydrospiro[cyclopentane-1,3'-pyrrolo[2,3-b]pyridin]-5'-yl)-2-fluoro-N,N-dimethylbenzamide NC1=CC=C(C(=C1C(=O)N(C)C)F)C=1C(=C2C(=NC1)NCC21CC(CC1)(C)C#N)Cl